C(C1=CC=CC=C1)OC=1C=CC(=NC1)Br 5-benzyloxy-2-bromo-pyridine